C(C)NCCCCN N-ethylbutane-1,4-diamine